CN(C1=CC=C(C=C1)N=NC1=CC=C(C(=O)O)C=C1)C 4-(4-dimethylaminophenyl)Diazenylbenzoic Acid